silylene-bis(2,4-diethylinden-1-yl)hafnium [SiH2]=[Hf](C1C(=CC2=C(C=CC=C12)CC)CC)C1C(=CC2=C(C=CC=C12)CC)CC